CCCCCCCCCCCCCCCCC(=O)OC[C@H](COP(=O)(O)OCCN)O The molecule is a 1-acyl-sn-glycero-3-phosphoethanolamine in which the acyl group is specified as heptadecanoyl. It is a 1-acyl-sn-glycero-3-phosphoethanolamine and a lysophosphatidylethanolamine 17:0. It derives from a heptadecanoic acid. It is a tautomer of a 1-heptadecanoyl-sn-glycero-3-phosphoethanolamine zwitterion.